C(C=C)OC(C1=CC(=C(C(=C1)OCC=C)OCC=C)OCC=C)=O Allyl-3,4,5-tris(allyloxy)benzoate